di(cyclohexyl) peroxydicarbonate C(=O)(OC1CCCCC1)OOC(=O)OC1CCCCC1